C(C)(C)(C)OC(=O)N1CC2(CC2CN)CC1 1-(aminomethyl)-5-azaspiro[2.4]heptane-5-carboxylic acid tert-butyl ester